N-(3-(dimethylamino)propyl)-2-(6-methyl-4-(trifluoromethyl)pyridin-2-yl)-5-oxo-N-(3,4,5-trifluorophenyl)pyrazolidine-3-carboxamide CN(CCCN(C(=O)C1N(NC(C1)=O)C1=NC(=CC(=C1)C(F)(F)F)C)C1=CC(=C(C(=C1)F)F)F)C